(1S)-2'-fluoro-3'-methyl-oxospiro[cyclohexane-1,1'-indene]-4-carboxylic acid methyl ester COC(=O)C1CC([C@]2(C(=C(C3=CC=CC=C23)C)F)CC1)=O